methylenediphenyl-methane C=C(C1=CC=CC=C1)C1=CC=CC=C1